methyl 3-(2-acetamidoethoxy)-4-((2S,4S)-4-ethoxypiperidin-2-yl)benzoate C(C)(=O)NCCOC=1C=C(C(=O)OC)C=CC1[C@H]1NCC[C@@H](C1)OCC